COCCOC(CF)=O (fluoro)acetic acid 2-methoxyethyl ester